CC(=CC(=O)O)CC cis-3-methyl-3-ethylacrylic acid